C(C)(=O)NC=1C(=NN(C1O)C=1SC=C(N1)C(=O)O)C1=CC=CC=C1 2-(4-acetamido-5-hydroxy-3-phenyl-1H-pyrazol-1-yl)thiazole-4-carboxylic acid